2-(2,6-dioxopiperidin-3-yl)-5-(3-(4-(4-((1r,3r)-3-((5-(5-methyl-5H-pyrido[4,3-b]indol-7-yl)pyridin-2-yl)oxy)cyclobutoxy)butoxy)butoxy)azetidin-1-yl)isoindoline-1,3-dione O=C1NC(CCC1N1C(C2=CC=C(C=C2C1=O)N1CC(C1)OCCCCOCCCCOC1CC(C1)OC1=NC=C(C=C1)C=1C=CC=2C3=C(N(C2C1)C)C=CN=C3)=O)=O